(S)-2-hydroxy-N-((6aR,8R)-5-(4-(trifluoromethyl)phenyl)-5,6,6a,7,8,9-hexahydropyrido[3,2-e]pyrrolo[1,2-a]pyrazin-8-yl)propanamide O[C@H](C(=O)N[C@@H]1C[C@H]2N(C3=C(N(C2)C2=CC=C(C=C2)C(F)(F)F)C=CC=N3)C1)C